CN1N=C(C(=C1)C1=CSC2=C1N=C(N=C2N2C(COCC2)C)C2=C1C=CNC1=CC=C2)C 7-(1,3-Dimethyl-1H-pyrazol-4-yl)-2-(1H-indol-4-yl)thieno[3,2-d]pyrimidine-4-yl-3-methylmorpholine